N,N-dimethyl(5,5-dimethyl-4H-isoxazol-3-ylsulfanyl)methaniminium chloride [Cl-].C[N+](=CSC1=NOC(C1)(C)C)C